2-{[4-(5-Ethylpyrimidin-4-Yl)piperazin-1-Yl]methyl}-5-(Trifluoromethyl)-1h-Benzimidazole C(C)C=1C(=NC=NC1)N1CCN(CC1)CC1=NC2=C(N1)C=CC(=C2)C(F)(F)F